N-(3-methyl-4-((2-methylbenzo[d]thiazol-5-yl)oxy)phenyl)-6-(piperidin-4-yloxy)pyrido[3,2-d]pyrimidin-4-amine hydrochloride Cl.CC=1C=C(C=CC1OC=1C=CC2=C(N=C(S2)C)C1)NC=1C2=C(N=CN1)C=CC(=N2)OC2CCNCC2